C(C)OC(C(C(=O)OCC)(CC1=CC=CC=C1)OC[C@H]1O[C@H]([C@@H]([C@@]1(O)C#C)O)N1C2=NC(=NC(=C2N=C1)N)C#N)=O 2-(((2r,3s,4r,5r)-5-(6-amino-2-cyano-9H-purin-9-yl)-3-ethynyl-3,4-dihydroxytetrahydrofuran-2-yl)methoxy)-2-benzyl-malonic acid diethyl ester